[3,5-di-tert-butyl-4-hydroxyphenyl]propionic acid C(C)(C)(C)C=1C=C(C=C(C1O)C(C)(C)C)C(C(=O)O)C